C1(=CC=CC=C1)NC1=CC=CC2=CC=CC=C12 l-N-phenylnaphthylamine